N-[(2-chloro-6-methylphenyl)methylidene]hydroxylamine ClC1=C(C(=CC=C1)C)C=NO